cis-4-fluorocyclohexyl 4-methylbenzenesulfonate CC1=CC=C(C=C1)S(=O)(=O)O[C@@H]1CC[C@@H](CC1)F